Methyl 2-[(9R)-12-oxo-3-(1H-pyrazol-4-yl)-2-thia-8,11-diazatricyclo[6.4.1.04,13]trideca-1(13),3-dien-9-yl]acetate O=C1NC[C@H](N2CCCC3=C(SC1=C32)C=3C=NNC3)CC(=O)OC